tert-Butyl (2-(2-((2-chloro-3-(3-chloro-2-(4-formyl-3-methoxyphenyl)pyridin-4-yl)phenyl)carbamoyl)-1-methyl-1,4,6,7-tetrahydro-5H-imidazo[4,5-c]pyridin-5-yl)-2-oxoethyl)carbamate ClC1=C(C=CC=C1C1=C(C(=NC=C1)C1=CC(=C(C=C1)C=O)OC)Cl)NC(=O)C=1N(C2=C(CN(CC2)C(CNC(OC(C)(C)C)=O)=O)N1)C